4-(4-(3,8-diazabicyclo[3.2.1]oct-3-yl)-2-((cis-2-(dimethylamino)cyclobutyl)methoxy)-8-fluoroquinazolin-7-yl)naphthalen-2-ol C12CN(CC(CC1)N2)C2=NC(=NC1=C(C(=CC=C21)C2=CC(=CC1=CC=CC=C21)O)F)OC[C@H]2[C@H](CC2)N(C)C